5-chloro-1-methyl-3-(4-(1-methyl-4-(trifluoromethyl)-1H-imidazol-2-yl)benzyl)-1H-pyrazolo[4,3-d]pyrimidine ClC=1N=CC2=C(N1)C(=NN2C)CC2=CC=C(C=C2)C=2N(C=C(N2)C(F)(F)F)C